N'-[5-bromo-2-methyl-6-(1-phenylethoxy)-3-pyridyl]-N-ethyl-N-methyl-formamidine BrC=1C=C(C(=NC1OC(C)C1=CC=CC=C1)C)N=CN(C)CC